N1C(=NC=C1)C(=O)C1(CC1)C (1H-imidazol-2-yl)(1-methylcyclopropyl)methanone